BrC1=CC=C(C(=O)OC(C)(C)C)C=C1 tert-Butyl 4-bromobenzoate